ClC1=CC=C(N=N1)N1C[C@@H](CC1)NC1CC(C1)O (1r,3r)-3-{[1-(6-chloropyridazin-3-yl)pyrrolidin-3-yl]amino}cyclobutan-1-ol